(5S,8S)-N-(2,4-dichlorophenethyl)-5-fluoro-8-hydroxy-5,6,7,8-tetrahydroquinoline-5-carboxamide ClC1=C(CCNC(=O)[C@]2(C=3C=CC=NC3[C@H](CC2)O)F)C=CC(=C1)Cl